[[1-(5-chloro-1,3-benzoxazol-2-yl)-4-piperidyl]methyl]pyrrolidine-3-carboxamide 2,2,2-trifluoroacetic acid salt FC(C(=O)O)(F)F.ClC=1C=CC2=C(N=C(O2)N2CCC(CC2)CN2CC(CC2)C(=O)N)C1